6-(4-(4-iodophenyl)butanoyl)-L-lysine methyl ester COC([C@@H](N)CCCC(N)C(CCCC1=CC=C(C=C1)I)=O)=O